ClC1=C(C=CC=C1Cl)SC=1C=2N(C(=NC1)N1CC3(CC1)C[C@@H](CC3)N)C=CN2 (7R)-2-(8-((2,3-dichlorophenyl)thio)imidazo[1,2-c]pyrimidin-5-yl)-2-azaspiro[4.4]nonan-7-amine